Butyl 7-(5-methyl-6-(prop-1-en-2-yl)pyridin-2-yl)-2-azaspiro[3.5]non-6-ene-2-carboxylate CC=1C=CC(=NC1C(=C)C)C1=CCC2(CN(C2)C(=O)OCCCC)CC1